O=C1N(CC(C1)C1=CC=CC=C1)C=1C=C(C=C(C1)C(F)(F)F)NC(=O)[N-]C1=C[N+](=NO1)CC1=NC=CC=C1 ((3-(2-Oxo-4-phenylpyrrolidin-1-yl)-5-(trifluoromethyl)phenyl)carbamoyl)(3-(pyridin-2-ylmethyl)-1,2,3-oxadiazol-3-ium-5-yl)amide